2-(7-methoxy-6-methylnaphthalen-1-yl)-4,4,5,5-tetramethyl-1,3,2-dioxaborolane COC1=C(C=C2C=CC=C(C2=C1)B1OC(C(O1)(C)C)(C)C)C